C(C)OC(CCC=1SC(=C(N1)C1OCCO1)C1OCCO1)=O 3-(4,5-bis(1,3-dioxolan-2-yl)thiazol-2-yl)propanoic acid ethyl ester